Neodymium barium copper oxide [Cu]=O.[Ba].[Nd]